C(C1=CC=CC=C1)N1C(C2=CC(=CC=C2C=C1)Br)=O 2-benzyl-7-bromoisoquinolin-1(2H)-one